1-(5,6-difluoro-1H-indol-3-yl)-3-(4-fluoro-3-(2-(trifluoromethylsulfanyl)ethoxy)phenyl)urea FC=1C=C2C(=CNC2=CC1F)NC(=O)NC1=CC(=C(C=C1)F)OCCSC(F)(F)F